(1R,4R)-4-formylcyclohexane-1-carboxylate C(=O)C1CCC(CC1)C(=O)[O-]